6-(1-methylpiperidin-4-yl)-2,6-dihydropyrido[3,4-d]pyridazin-1,7-dione CN1CCC(CC1)N1C=C2C=NNC(C2=CC1=O)=O